COC([C@H](CC1=CC(=C(C=C1)O)[N+](=O)[O-])NC(=O)OC(C)(C)C)=O (S)-2-(tert-butoxycarbonylamino)-3-(4-hydroxy-3-nitrophenyl)-propionic acid methyl ester